COC(C1=CN=C(C=C1)\C=C\C1=CC(=CC=C1)OC)=O 6-[(E)-2-(3-methoxyphenyl)vinyl]nicotinic acid methyl ester